C(=O)=C1C(C(OC1)C(=O)O)=C=O bis-carbonyl-furoic acid